FC(C1=CC2=C(N=C(N=C2)SC)N2C1=NC(=C2)C(C)=O)F 1-(6-(difluoromethyl)-2-(methylthio)imidazo[1',2':1,6]pyrido[2,3-d]pyrimidin-8-yl)ethan-1-one